2-(((tert-butyldimethylsilyl)oxy)methyl)-N-((1,2,3,5,6,7-hexahydro-s-indacen-4-yl)carbamoyl)-N'-trityl-2,3-dihydropyrazolo[5,1-b]oxazole-7-sulfonimidamide [Si](C)(C)(C(C)(C)C)OCC1CN2C(O1)=C(C=N2)S(=O)(NC(NC2=C1CCCC1=CC=1CCCC21)=O)=NC(C2=CC=CC=C2)(C2=CC=CC=C2)C2=CC=CC=C2